2-(aminooxy)-1-{4-[5-(trifluoromethyl)pyrimidin-2-yl]piperazin-1-yl}ethanone hydrochloride Cl.NOCC(=O)N1CCN(CC1)C1=NC=C(C=N1)C(F)(F)F